6-chloro-7-methoxy-1,2,3,4-tetrahydronaphthalene ClC=1C=C2CCCCC2=CC1OC